tungsten trioxide [W](=O)(=O)=O